4-(2-Methoxy-3-(1-methyl-1H-1,2,4-triazol-3-yl)phenylamino)-2-(6-methylpyridin-2-ylamino)pyrimidine-5-carboxamide COC1=C(C=CC=C1C1=NN(C=N1)C)NC1=NC(=NC=C1C(=O)N)NC1=NC(=CC=C1)C